(S)-3-((4-amino-2-fluorophenyl)carbamoyl)pyrrolidine-1-carboxylic acid tert-butyl ester C(C)(C)(C)OC(=O)N1C[C@H](CC1)C(NC1=C(C=C(C=C1)N)F)=O